dipropyloxyanthracene C(CC)OC=1C2=CC=CC=C2C(=C2C=CC=CC12)OCCC